N-(7-(((4,4-Difluorocyclohexyl)oxy)methyl)-2,3-dihydrobenzo[b][1,4]dioxin-5-yl)-1-methyl-5-oxopyrrolidine-2-carboxamide FC1(CCC(CC1)OCC=1C=C(C2=C(OCCO2)C1)NC(=O)C1N(C(CC1)=O)C)F